bis(trimethylsilyl) Sulfate S(=O)(=O)(O[Si](C)(C)C)O[Si](C)(C)C